tertbutyl 2-trimethylsilylethyl carbonate C(OC(C)(C)C)(OCC[Si](C)(C)C)=O